4-{[3-(4-{[(3R,4S)-3-fluoro-1-methylpiperidin-4-yl]amino}-1-(2,2,2-trifluoroethyl)-1H-indol-2-yl)prop-2-yn-1-yl]amino}-3-methoxybenzamide F[C@@H]1CN(CC[C@@H]1NC1=C2C=C(N(C2=CC=C1)CC(F)(F)F)C#CCNC1=C(C=C(C(=O)N)C=C1)OC)C